C(C)(=O)[C@H]1CC[C@H]2[C@@H]3CC[C@H]4C[C@@H](CC[C@@]4([C@H]3CC[C@]12C)C)OC(NCCO)=O [(3R,5S,8R,9S,10S,13S,14S,17S)-17-acetyl-10,13-dimethyl-2,3,4,5,6,7,8,9,11,12,14,15,16,17-tetradecahydro-1H-cyclopenta[a]phenanthren-3-yl]N-(2-hydroxyethyl)carbamate